(S)-5-chloro-N-(5-chloro-2,4-difluorophenyl)-N-methyl-2-(6-methyl-4-(trifluoromethyl)pyridin-2-yl)-3-oxoisoindoline-1-carboxamide ClC=1C=C2C(N([C@@H](C2=CC1)C(=O)N(C)C1=C(C=C(C(=C1)Cl)F)F)C1=NC(=CC(=C1)C(F)(F)F)C)=O